NC1=C(C=C(C=N1)C=1C=C2N(N1)CCC21CN(C1)C(=O)N[C@H](COC)C1=CC=CC=C1)C(F)(F)F 2'-[6-amino-5-(trifluoromethyl)pyridin-3-yl]-N-[(1S)-2-methoxy-1-phenylethyl]-5',6'-dihydrospiro[azetidine-3,4'-pyrrolo[1,2-b]pyrazole]-1-carboxamide